N-(4-bromophenyl)-9-phenyl-N-(9-phenyl-9H-carbazol-1-yl)-9H-carbazol-1-amine BrC1=CC=C(C=C1)N(C1=CC=CC=2C3=CC=CC=C3N(C12)C1=CC=CC=C1)C1=CC=CC=2C3=CC=CC=C3N(C12)C1=CC=CC=C1